C(C1=CC=CC=C1)OC1=CC=2[C@@H]3N(N4C(C2C=C1Cl)=CC(C(=C4)C(=O)OC(C)C)=O)C4(CC3)CC4 isopropyl (R)-12'-(benzyloxy)-11'-chloro-8'-oxo-1',2',8',13b'-tetrahydrospiro[cyclopropane-1,3'-pyrido[2,1-a]pyrrolo[1,2-c]phthalazine]-7'-carboxylate